3,5-dichlorobenzoic anhydride ClC=1C=C(C(=O)OC(C2=CC(=CC(=C2)Cl)Cl)=O)C=C(C1)Cl